CN([C@H](C[C@]1(CNCCO1)C)C)C (S)-N,N-dimethyl-1-((S)-2-methylmorpholin-2-yl)propan-2-amine